ClC1=CC(=C(C=C1)CN)F 1-(4-chloro-2-fluorophenyl)methylamine